tert-butyl((2R,3S)-2-(2,5-difluorophenyl)-5-hydroxytetrahydro-2H-pyran-3-yl)carbamate C(C)(C)(C)OC(N[C@@H]1[C@H](OCC(C1)O)C1=C(C=CC(=C1)F)F)=O